C(C)C(CNC1CCC(CC1)N1C(NC2=C1C=C(C(=C2)C=2C=C(C=1N(C2)N=CN1)OC)C(C)C)=O)CC 1-((1S,4S)-4-((2-Ethylbutyl)amino)cyclohexyl)-6-isopropyl-5-(8-methoxy-[1,2,4]triazolo[1,5-a]pyridin-6-yl)-1,3-dihydro-2H-benzo[d]imidazol-2-on